C(C1=CC=CC=C1)OC(=O)N[C@@H](C(=O)OCC1=CC=CC=C1)CNC(C1=CC(=CC(=C1)F)N1C=NC(=C1)CC)=O (R)-benzyl 2-(((benzyloxy)carbonyl)amino)-3-(3-(4-ethyl-1H-imidazol-1-yl)-5-fluorobenzamido)propanoate